(6-(6-((diethoxyphosphoryl)methyl)-1,2,4,5-tetrazin-3-yl)pyridin-3-yl)glycine C(C)OP(=O)(OCC)CC1=NN=C(N=N1)C1=CC=C(C=N1)NCC(=O)O